3-bromo-9-(4-(2-oxa-5-azabicyclo[4.1.0]hept-5-ylcarbonyl)phenyl)-2-(trifluoromethyl)-4H-pyrido[1,2-a]pyrimidin-4-one BrC1=C(N=C2N(C1=O)C=CC=C2C2=CC=C(C=C2)C(=O)N2CCOC1CC21)C(F)(F)F